C12CN(CC(CC1)N2)C=2N=CC1=C(N2)CCN(C1)C(CC1=CC=CC=C1)=O 1-(2-(3,8-diazabicyclo[3.2.1]oct-3-yl)-7,8-dihydropyrido[4,3-d]pyrimidin-6(5H)-yl)-2-phenylethan-1-one